8-(trans-4-aminocyclohexoxy)-N7,5,5-trimethyl-N7-(3,3,3-trifluoropropyl)-6H-benzo[h]quinazoline-4,7-diamine N[C@@H]1CC[C@H](CC1)OC1=CC=C2C(CC(C=3C(=NC=NC23)N)(C)C)=C1N(CCC(F)(F)F)C